C(C)(C)(C)N1N=CC(=C(C1=O)Cl)O 2-(Tert-butyl)-4-chloro-5-hydroxypyridazin-3(2H)-one